C1=NC(=CC2=CC=CC=C12)N(C(=O)C1=CC=C(C=C1)C1=CC=C(C=C1)OC)[C@H]1CNCCC1 (R)-N-(isoquinolin-3-yl)-4'-methoxy-N-(piperidin-3-yl)-[1,1'-biphenyl]-4-carboxamide